The molecule is a member of the class of xanthones that is methyl 9-oxo-2,9-dihydro-1H-xanthene-1-carboxylate substituted by hydroxy groups at positions 1, 2 and 8 (the 1R,2R stereoisomer). Isolated from Chaetomium globosum, it exhibits cytotoxicity towards human tumour cell lines. It has a role as an antineoplastic agent and a Chaetomium metabolite. It is a member of xanthones, a member of phenols and a methyl ester. COC(=O)[C@@]1([C@@H](C=CC2=C1C(=O)C3=C(C=CC=C3O2)O)O)O